(R)- and (S)-Epichlorohydrin C(Cl)[C@H]1CO1 |r|